8-(4,4-difluoropiperidin-1-yl)-6-((trimethylsilyl)ethynyl)quinoline FC1(CCN(CC1)C=1C=C(C=C2C=CC=NC12)C#C[Si](C)(C)C)F